C(C)(=O)N1CCC(CC1)N(C)CC=1C=CC(=NC1OC)C=1C(=C(C=CC1)C1=C(C(=NC=C1)C1=CC(=C(C=C1)CN(C1CCN(CC1)C(C)=O)C)OC)Cl)Cl 1-[4-[[4-[4-[3-[5-[[(1-Acetyl-4-piperidyl)-methyl-amino]methyl]-6-methoxy-2-pyridyl]-2-chloro-phenyl]-3-chloro-2-pyridyl]-2-methoxy-phenyl]methyl-methyl-amino]-1-piperidyl]ethanone